C(C)OC=1C=C(C=CC1OC)C(CS(=O)(=O)C)N1C(C2=CC(=CC(=C2C1=O)NC(C)=O)F)=O N-(2-(1-(3-ethoxy-4-methoxyphenyl)-2-(methylsulfonyl)ethyl)-6-fluoro-1,3-dioxoisoindolin-4-yl)acetamide